5-(2-oxa-6-azaspiro[3.3]heptan-6-yl)pyrazolo[1,5-a]pyrimidine-3-carboxylic acid C1OCC12CN(C2)C2=NC=1N(C=C2)N=CC1C(=O)O